3-(3-chloro-4-fluorophenyl)-1-((R)-3-hydroxybutyl)-1-(1(S)-(1-oxo-1,2-dihydroisoquinolin-4-yl)ethyl)urea ClC=1C=C(C=CC1F)NC(N([C@@H](C)C1=CNC(C2=CC=CC=C12)=O)CC[C@@H](C)O)=O